N1N=NC2=NC=CC=C21 1H-1,2,3-triazolo(4,5-b)pyridine